3-((1H-pyrrolo[2,3-b]pyridin-5-yl)oxy)-4'-(2-phenylpyrrolidin-1-yl)-2',3',4',5'-tetrahydro-[1,1'-biphenyl]-4-carboxylic acid N1C=CC=2C1=NC=C(C2)OC=2C=C(C=CC2C(=O)O)C=2CCC(CC2)N2C(CCC2)C2=CC=CC=C2